(1R,6R,7S)-4-[[4-(Trifluoromethyl)phenyl]methyl]-4-azabicyclo[4.1.0]heptan-7-amine FC(C1=CC=C(C=C1)CN1CC[C@H]2[C@@H]([C@H]2C1)N)(F)F